CNC=1C=CC2=C(C=CO2)C1 N-methyl-1-benzofuran-5-amine